5-[3-(8-Bromo-6-methylsulfanyl-chroman-4-ylamino)-propylamino]-4H-thieno[3,2-b]pyridin-7-one BrC=1C=C(C=C2C(CCOC12)NCCCNC1=CC(C2=C(N1)C=CS2)=O)SC